(2,5-dibutoxy-1,4-phenylene)dimethanol C(CCC)OC1=C(C=C(C(=C1)CO)OCCCC)CO